3-(Dodec-11-enamido)-N-ethyl-N,N-dimethylpropan-1-aminium C(CCCCCCCCCC=C)(=O)NCCC[N+](C)(C)CC